(6E)-6-[(6-chloro-2-methyl-2H-indazol-5-yl)imino]-3-[(1-methyl-1H-1,2,4-triazol-3-yl)methyl]-1-(2,4,5-trifluorobenzyl)-1,3,5-triazinane ClC=1C(=CC2=CN(N=C2C1)C)\N=C\1/NCN(CN1CC1=C(C=C(C(=C1)F)F)F)CC1=NN(C=N1)C